BrCCC=C 4-Bromo-1-butene